FC1=C(C(=CC(=C1)C(=O)C1=CC=C2C(=CC=CN12)C1=CC2=C(N(C=N2)C)C=C1C(F)(F)F)F)NS(=O)(=O)C1=C(C(=C(CN(C(OC(C)(C)C)=O)C)C(=C1F)F)F)F tert-butyl (4-(N-(2,6-difluoro-4-(8-(1-methyl-6-(trifluoromethyl)-1H-benzo[d]imidazol-5-yl)indolizine-3-carbonyl)phenyl)sulfamoyl)-2,3,5,6-tetrafluorobenzyl)(methyl)carbamate